C(#N)C1=C(C=C2C(NC(C2)=O)=O)C=CC=C1 3-(2-cyanobenzylidene)pyrrolidine-2,5-dione